C(C)(C)(C)C=1N(C2=CC=CC=C2C1CC(=O)N(CC)CC)C(=O)O.C(C)(=O)[C@@](C(=O)Br)(O)[C@@H](O)[C@@H](O)[C@H](O)CO acetyl-bromogalactose tert-Butyl-3-(2-(diethylamino)-2-oxoethyl)-1H-indole-1-carboxylate